7-(4-fluoro-2-methoxy-phenyl)-4-(1-methylpyrazol-4-yl)-6-(4,5,6,7-tetrahydropyrazolo[1,5-a]pyrazin-2-yl)thieno[3,2-c]pyridine FC1=CC(=C(C=C1)C=1C2=C(C(=NC1C1=NN3C(CNCC3)=C1)C=1C=NN(C1)C)C=CS2)OC